(4-{5-[5-Fluoro-6-(2-methoxy-ethoxy)-1H-indazol-3-yl]-isoxazol-3-yl}-2-methyl-phenyl)-(3-morpholin-4-yl-azetidin-1-yl)-methanone FC=1C=C2C(=NNC2=CC1OCCOC)C1=CC(=NO1)C1=CC(=C(C=C1)C(=O)N1CC(C1)N1CCOCC1)C